(2S)-2-[4-bromo-2-(1H-imidazol-2-yl)phenoxy]propionic acid BrC1=CC(=C(O[C@H](C(=O)O)C)C=C1)C=1NC=CN1